FC1=CC=C(C=C1)C1CC(C(C1)N1CCCCC1)OC=1N=NC=CC1 1-[4-(4-fluorophenyl)-2-pyridazin-3-yloxy-cyclopentyl]piperidin